9,10-bis(1-naphthylamino)anthracene methyl-4'-tert-butyl[1,1'-biphenyl]-2-carboxylate COC(=O)C=1C(=CC=CC1)C1=CC=C(C=C1)C(C)(C)C.C1(=CC=CC2=CC=CC=C12)NC=1C2=CC=CC=C2C(=C2C=CC=CC12)NC1=CC=CC2=CC=CC=C12